N-[2-(3-hydroxy-3-methylbutyl)-6-(2-hydroxy-prop-2-yl)-2H-indazol-5-yl]-6-(trifluoromethyl)pyridine-2-carboxamide OC(CCN1N=C2C=C(C(=CC2=C1)NC(=O)C1=NC(=CC=C1)C(F)(F)F)C(C)(C)O)(C)C